(2-(1H-indol-3-yl)ethyl)-2-phenyl-6-((tetrahydro-2H-pyran-4-yl)methyl)-5,6,7,8-tetrahydro-[1,3]dioxazolo[4,5-g]isoquinoline N1C=C(C2=CC=CC=C12)CCC1=C2C(=CC=3CCN(CC13)CC1CCOCC1)ON(O2)C2=CC=CC=C2